3-([1,1'-biphenyl]-4-yl)-2-aminopropane-1-ol C1(=CC=C(C=C1)CC(CO)N)C1=CC=CC=C1